C(C)(=O)N1CCN(CC1)C=1C=C(C=C(C1)Cl)N1C=CC2=C(C=CC(=C12)C)F N-(3-(4-acetylpiperazin-1-yl)-5-chlorophenyl)-4-fluoro-7-methyl-1H-indole